tert-Butyl ((S)-(7-((S*)-1-(((S)-tert-butylsulfinyl)amino)-2-methylallyl)imidazo[1,2-b]pyridazin-2-yl)(4,4-difluorocyclohexyl)methyl)carbamate C(C)(C)(C)[S@](=O)N[C@@H](C(=C)C)C1=CC=2N(N=C1)C=C(N2)[C@H](C2CCC(CC2)(F)F)NC(OC(C)(C)C)=O |o1:7|